1-Butyl-1-methylpyrrolidinium dicyanamide salt [N-](C#N)C#N.C(CCC)[N+]1(CCCC1)C